bis(p-sulfonatophenyl)phenylphosphine dihydrate potassium salt [K+].O.O.S(=O)(=O)([O-])C1=CC=C(C=C1)P(C1=CC=CC=C1)C1=CC=C(C=C1)S(=O)(=O)[O-].[K+]